C1(CCCC1)N1C(N(C=2C=NC(=CC21)NC2=C(C=C(C=C2)N2CCN(CC2)C)C)C)=O 1-Cyclopentyl-3-methyl-6-((2-methyl-4-(4-methylpiperazin-1-yl)phenyl)amino)-1,3-dihydro-2H-imidazo[4,5-c]pyridin-2-one